p-phenylenebis(1,3-benzoxazin-4-one) C1(=CC=C(C=C1)C=1OC2=C(C(N1)=O)C=CC=C2)C=2OC1=C(C(N2)=O)C=CC=C1